FC1=CC=C(/C=C/C=2C=C(C=CC2NCCC=2SC=CN2)NS(=O)(=O)C=C)C=C1 (E)-N-(3-(4-fluorostyryl)-4-((2-(thiazol-2-yl)ethyl)amino)phenyl)ethenesulfonamide